octyl 3-ethyl-6-(2-((3-heptyldecanoyl)oxy)ethyl)-12-hexyl-1-hydroxy-10-oxo-9,11-dioxa-3,6-diazahexadecane-16-oate C(C)N(CCO)CCN(CCOC(OC(CCCC(=O)OCCCCCCCC)CCCCCC)=O)CCOC(CC(CCCCCCC)CCCCCCC)=O